1-(biphenyl-4-yl)-2-methyl-2-morpholinyl-propane-1-one C1(=CC=C(C=C1)C(C(C)(N1CCOCC1)C)=O)C1=CC=CC=C1